O1CCN(CC1)C1=CC=CC(=N1)S(=O)(=O)NC(=O)C=1C(=NC=CC1)N1C(CC(C1)C)(C)C N-[(6-Morpholino-2-pyridyl)sulfonyl]-2-(2,2,4-trimethylpyrrolidin-1-yl)pyridin-3-carboxamid